N,N-di-(t-Butoxycarbonyl)-6-(azetidin-1-yl)-[1,2,4]triazolo[1,5-a]pyrazin-2-amine C(C)(C)(C)OC(=O)N(C1=NN2C(C=NC(=C2)N2CCC2)=N1)C(=O)OC(C)(C)C